IC1=NN(C2=NC=NC(=C21)N)C(C)C 3-iodo-1-isopropyl-1H-pyrazolo[3,4-d]Pyrimidine-4-amine